CC1=CC=C(C=C1)C(C(=O)O)C 2-(4-methylphenyl)propanoic acid